C(#N)N1C[C@H](CC1)C(=O)NC1=NC=CC(=C1)C=1C=NC=2N(C1)C=CN2 (S)-1-cyano-N-(4-(imidazo[1,2-a]pyrimidin-6-yl)pyridin-2-yl)pyrrolidine-3-carboxamide